trans-N-(4-(1-(tert-butyl)-1H-pyrazol-4-yl)pyridin-2-yl)-4-hydroxy-N-((4-(4-methoxy-3-methylphenyl)bicyclo[2.2.2]oct-1-yl)methyl)cyclohexanecarboxamide C(C)(C)(C)N1N=CC(=C1)C1=CC(=NC=C1)N(C(=O)[C@@H]1CC[C@H](CC1)O)CC12CCC(CC1)(CC2)C2=CC(=C(C=C2)OC)C